5-((4-tert-butylphenoxy)methyl)-2-mercapto-1,3,4-oxadiazole C(C)(C)(C)C1=CC=C(OCC2=NN=C(O2)S)C=C1